C12CNCC(CC1)N2C2=NC(=CC(=N2)NC=2C=C1C=NNC1=CC2)C N-(2-(3,8-diazabicyclo[3.2.1]oct-8-yl)-6-methylpyrimidin-4-yl)-1H-indazol-5-amine